OCCS(=O)(=O)CCCCCC(C(=O)OC(C)(C)C)(C)C1=CC(=CC=C1)I tert-butyl 7-((2-hydroxyethyl)sulfonyl)-2-(3-iodophenyl)-2-methylheptanoate